5-(2-(6-((7R)-7-Amino-2-azabicyclo[2.2.1]heptane-2-carbonyl)-4-methoxy-3-methylpyrazolo[1,5-a]pyridin-2-yl)-1-(cyclopropylmethyl)-1H-indol-6-yl)isoindolin-1-one N[C@H]1C2N(CC1CC2)C(=O)C=2C=C(C=1N(C2)N=C(C1C)C=1N(C2=CC(=CC=C2C1)C=1C=C2CNC(C2=CC1)=O)CC1CC1)OC